amino-N-(2-((4,5-dimethylthiazol-2-yl)carbamoyl)phenyl)-3,6,9,12-tetraoxapentadecane-15-amide NCCOCCOCCOCCOCCC(=O)NC1=C(C=CC=C1)C(NC=1SC(=C(N1)C)C)=O